[2-14C]acetate C([14CH3])(=O)[O-]